C1(=C(C(=CC=C1)O)O)O 1,2,3-Benzenetriol